tert-butyl (2-((5-iodopyridin-2-yl)oxy)ethyl)carbamate IC=1C=CC(=NC1)OCCNC(OC(C)(C)C)=O